N1(CCC1)C1=NC=C(C=N1)CN1N=CC(=C1)NC(=O)C1=NC(=CN=C1OC)C1=C(C(=CC=C1C(F)F)Cl)F N-(1-((2-(Azetidin-1-yl)pyrimidin-5-yl)methyl)-1H-pyrazol-4-yl)-6-(3-chloro-6-(difluoromethyl)-2-fluorophenyl)-3-methoxypyrazine-2-carboxamide